BrC=1C=C(C(=NC1)OC)C=1C=NN(C1)C(C)C1=CC=C(C=C1)F 5-bromo-3-(1-(1-(4-fluorophenyl)ethyl)-1H-pyrazol-4-yl)-2-methoxypyridine